8-(2,3-dihydrobenzo[b][1,4]dioxin-6-yl)-5-fluoro-9-phenyl-2,7,8,9-tetrahydro-3H-pyrido[4,3,2-de]phthalazin-3-one O1C2=C(OCC1)C=C(C=C2)C2C(C1=NNC(C=3C=C(C=C(C13)N2)F)=O)C2=CC=CC=C2